COC1=CC=C(CNC2=C(N=C3N2C(=CC=C3)C3=C(C=CC2=CC=CC=C32)O)C3=CC=CC=C3)C=C1 1-(3-((4-methoxybenzyl)amino)-2-phenylimidazo[1,2-a]pyridin-5-yl)naphthalen-2-ol